2-(3-cyanophenyl)-3-(2,6-dimethyl-4-pyridinyl)-N-[(3r,4r)-4-hydroxytetrahydrofuran-3-yl]pyrazolo[1,5-a]pyrimidine-5-carboxamide C(#N)C=1C=C(C=CC1)C1=NN2C(N=C(C=C2)C(=O)N[C@@H]2COC[C@@H]2O)=C1C1=CC(=NC(=C1)C)C